6-bromo-N'-[4-[1,1-dimethylethyl(dimethyl)silyl]oxy-2-ethyl-phenyl]-4-[[(3S)-tetrahydrofuran-3-yl]amino]pyrrolo[1,2-b]pyridazine-3-carboxamidine BrC=1C=C2N(N=CC(=C2N[C@@H]2COCC2)C(=NC2=C(C=C(C=C2)O[Si](C)(C)C(C)(C)C)CC)N)C1